Cl.N1C[C@@H](CC1)CN1CCC2(CCC[C@@H]2NS(=O)(=O)CC)CC1 N-((S)-8-(((R)-pyrrolidin-3-yl)methyl)-8-azaspiro[4.5]decane-1-yl)ethanesulfonamide hydrochloride Salt